FC(C1=NC=C(C(=O)N(C)C[C@H](CC2=CC=CC=C2)O)C=C1C#CC=1C=NN(C1)C)F (S)-6-(difluoromethyl)-N-(2-hydroxy-3-phenylpropyl)-N-methyl-5-((1-methyl-1H-pyrazol-4-yl)ethynyl)nicotinamide